2-methyl-1,4-phenylene bis(4-(6-mercaptohexyloxy)benzoate) SCCCCCCOC1=CC=C(C(=O)OC2=C(C=C(C=C2)OC(C2=CC=C(C=C2)OCCCCCCS)=O)C)C=C1